N-(6-(4-(((tert-butyldimethylsilyl)oxy)methyl)piperidin-1-yl)thiazolo[4,5-b]pyridin-2-yl)-2'-chloro-5'-methoxy-6-methyl-[4,4'-bipyridine]-3-carboxamide [Si](C)(C)(C(C)(C)C)OCC1CCN(CC1)C=1C=C2C(=NC1)N=C(S2)NC(=O)C=2C=NC(=CC2C2=CC(=NC=C2OC)Cl)C